3-Methyl-2-buten-1-al-diprenylacetal C(C=C(C)C)OC(C=C(C)C)OCC=C(C)C